3-[6-(aminomethyl)-1-oxo-isoindolin-2-yl]piperidine-2,6-dione hydrochloride Cl.NCC1=CC=C2CN(C(C2=C1)=O)C1C(NC(CC1)=O)=O